2-amino-5-isopropoxy-pyrimidine-4,6-diol hydrate O.NC1=NC(=C(C(=N1)O)OC(C)C)O